C(N)(=O)C1=CC2=C([C@@H](CO2)N(C(OC(C)(C)C)=O)C)C=C1 (S)-tert-butyl (6-carbamoyl-2,3-dihydrobenzofuran-3-yl)(methyl)carbamate